5-(2-chloro-4-fluorobenzyl)-4-((3,3-difluorocyclopentyl)methyl)-2-methyl-2,4-dihydro-3H-1,2,4-triazol-3-one ClC1=C(CC=2N(C(N(N2)C)=O)CC2CC(CC2)(F)F)C=CC(=C1)F